O-(2,4-dinitrophenyl)-hydroxylamine [N+](=O)([O-])C1=C(C=CC(=C1)[N+](=O)[O-])ON